3-[[4-[(E)-3-[4-(Diethylamino)phenyl]prop-2-enoyl]phenyl]sulfonylamino]propanoic acid C(C)N(C1=CC=C(C=C1)/C=C/C(=O)C1=CC=C(C=C1)S(=O)(=O)NCCC(=O)O)CC